C(C1=CC=CC=C1)O[C@@H]([C@@H](C(N1C2(CNC2=O)CCCC1)=O)NC(OCC1=CC=CC=C1)=O)C benzyl ((2S,3R)-3-(benzyloxy)-1-oxo-1-(1-oxo-2,5-diazaspiro[3.5]nonan-5-yl)butan-2-yl)carbamate